3-((5-chloro-1H-indol-2-yl)methyl)-1-methyl-1-((3R)-1-(tetrahydrofuran-2-carbonyl)piperidin-3-yl)urea ClC=1C=C2C=C(NC2=CC1)CNC(N([C@H]1CN(CCC1)C(=O)C1OCCC1)C)=O